C1CCN2C[C@@H](CC[C@H]12)C1CC12NCCC(C2)C(=O)N ((6S,8aR)-octahydroindolizin-6-yl)-4-azaspiro[2.5]octane-7-carboxamide